2-(3-(6-(4-methyl-4H-1,2,4-triazol-3-yl)-2-(methylsulfonyl)-2-azaspiro[3.3]heptan-6-yl)phenyl)-6-(((1-methylcyclobutyl)-amino)methyl)-4-(trifluoromethyl)isoindolin-1-one CN1C(=NN=C1)C1(CC2(CN(C2)S(=O)(=O)C)C1)C=1C=C(C=CC1)N1C(C2=CC(=CC(=C2C1)C(F)(F)F)CNC1(CCC1)C)=O